4'-trifluoromethoxy-2'-methyl-[1,1'-biphenyl] FC(OC1=CC(=C(C=C1)C1=CC=CC=C1)C)(F)F